C(CC)OC([C@@H](NC(C)=O)CSN=O)=O S-nitroso-N-acetyl-L-cysteine n-propyl ester